C(C)OC(C=CCC[C@@H]1C(NCC1)=O)=O 5-((S)-2-oxopyrrolidin-3-yl)pent-2-enoic acid ethyl ester